ClC=1C=C2C3=C(N(C2=C(C1)C=1C(=NC(=CC1)Cl)Cl)CC#N)C=NC=C3 (6-chloro-8-(2,6-dichloropyridin-3-yl)-9H-pyrido[3,4-b]indol-9-yl)acetonitrile